2-amino-3-(((E)-4-(4,5-diphenyl-1H-imidazol-2-yl)benzylidene)amino)maleonitrile N/C(/C#N)=C(/C#N)\N=C\C1=CC=C(C=C1)C=1NC(=C(N1)C1=CC=CC=C1)C1=CC=CC=C1